C(C)(C)(C)[C@H]1N2C(C=3N(N=C4C(=CC=CC34)O)C1)=CC(C(=C2)C(=O)O)=O (R)-6-(tert-butyl)-10-hydroxy-2-oxo-6,7-dihydro-2H-pyrido[2',1':3,4]pyrazino[1,2-b]indazole-3-carboxylic acid